1,1'-(azodicarbonyl)-dipiperidine N(=NC(=O)N1CCCCC1)C(=O)N1CCCCC1